tert-butyl (2R)-2-[3,4-dichloro-6-(methoxymethoxy)phenyl]-4-(2-ethoxy-2-oxoethyl)pyrrolidine-1-carboxylate ClC=1C=C(C(=CC1Cl)OCOC)[C@@H]1N(CC(C1)CC(=O)OCC)C(=O)OC(C)(C)C